(2-hydroxy-5-methyl-3-tert-butylphenyl)methane OC1=C(C=C(C=C1C(C)(C)C)C)C